ClC=1C=C(C=CC1Cl)C=1N=CN2N=CN(C(C21)=O)CC(=O)N2CC(C2)(C)F 5-(3,4-dichlorophenyl)-3-(2-(3-fluoro-3-methylazetidin-1-yl)-2-oxoethyl)imidazo[5,1-f][1,2,4]triazin-4(3H)-one